C(CCCCC)OC=1C=C2C(N(C(C2=CC1NS(=O)(=O)C1=CC=CC=C1)=O)CCCC(=O)O)=O 5-hexyloxy-6-benzenesulfonamido-N-carboxypropyl-isoindolin-1,3-dione